BrC1=CC=C(C=C1)/C=C/C(=O)N1CCN(CC1)C(=O)C1=CC=CC=2OC(OC21)(F)F (E)-3-(4-bromophenyl)-1-(4-(2,2-difluorobenzo[d][1,3]dioxol-4-carbonyl)piperazin-1-yl)prop-2-en-1-one